C(#N)C(C1CCN(CC1)C(=O)OC(C)(C)C)C1=C(C=C(C(=C1)Cl)Cl)OC tert-butyl 4-[cyano(4,5-dichloro-2-methoxyphenyl)methyl]piperidine-1-carboxylate